ClC=1C(=NC=CC1C1=NNC2=NC(=CN=C21)N2CCC1(CC2)[C@@H](C2=CC(=CC=C2C1)NC)N)NC1CC1 (S)-1'-(3-(3-chloro-2-(cyclopropylamino)pyridin-4-yl)-1H-pyrazolo[3,4-b]pyrazin-6-yl)-N6-methyl-1,3-dihydrospiro[indene-2,4'-piperidine]-1,6-diamine